C(C1=CC=CC=C1)OC1=C(C=C(C=C1)O)C=1C=NC=C(C1)C1=NN=NN1COCC[Si](C)(C)C 4-(benzyloxy)-3-(5-(1-((2-(trimethylsilyl)ethoxy)methyl)-1H-tetrazol-5-yl)pyridin-3-yl)phenol